C1(=C(C=CC=C1)C1=C(C=CC(=N1)N)C(F)(F)F)C 6-(o-tolyl)-5-(trifluoromethyl)pyridin-2-amine